The molecule is a proanthocyanidin found in Cinnamomum cassia and Cinnamomum zeylanicum. It has a role as a cyclooxygenase 2 inhibitor and a plant metabolite. C1[C@H]([C@H](OC2=C1C(=CC(=C2[C@@H]3[C@H]([C@H](OC4=C3C(=CC5=C4[C@@H]6[C@H]([C@](O5)(OC7=CC(=CC(=C67)O)O)C8=CC(=C(C=C8)O)O)O)O)C9=CC(=C(C=C9)O)O)O)O)O)C1=CC(=C(C=C1)O)O)O